ClC1=C(C=CC=C1)CC(=O)N1CCC(CC1)N1N=C(C=CC1=O)N1N=C(C=C1C)C 2-[1-[2-(2-chlorophenyl)acetyl]piperidin-4-yl]-6-(3,5-dimethylpyrazol-1-yl)pyridazin-3-one